5-(dimethylamino)-N-(4-(morpholinomethyl)phenyl)naphthalene-1-sulfonamide dihydrochloride Cl.Cl.CN(C1=C2C=CC=C(C2=CC=C1)S(=O)(=O)NC1=CC=C(C=C1)CN1CCOCC1)C